6-(6-methoxy-2-naphthoylmethyl)-9-(2',3',5'-tri-O-acetyl-beta-D-ribofuranosyl)purine COC=1C=C2C=CC(=CC2=CC1)C(=O)CC1=C2N=CN(C2=NC=N1)[C@H]1[C@H](OC(C)=O)[C@H](OC(C)=O)[C@H](O1)COC(C)=O